C(#N)C1=C(C(=O)OC)C=C(C(=C1)C)C#N methyl 2,5-dicyano-4-methylbenzoate